tert-butylperoxy-3,5,5-trimethylhexanoic acid C(C)(C)(C)OOC(C(=O)O)C(CC(C)(C)C)C